ClC1=C(C=NN1C(CO)(C)C)S(=O)(=O)NC=1C=CC(=C2C(=CNC12)C#N)C 5-chloro-N-(3-cyano-4-methyl-1H-indol-7-yl)-1-(2-hydroxy-1,1-dimethylethyl)pyrazole-4-sulfonamide